[(4-chlorophenyl)methyl]-2-(3-fluorophenoxy)-7-(3-hydroxypropyl)-4,6-dimethyl-1H,4H,5H,6H,7H,8H-imidazo[4,5-e][1,4]diazepine-5,8-dione ClC1=CC=C(C=C1)CN1C(=NC=2N(C(C(N(C(C21)=O)CCCO)C)=O)C)OC2=CC(=CC=C2)F